CS(=O)(=O)N1CCN(CC1)CCN 2-(4-methylsulfonylpiperazin-1-yl)ethanamine